FC=1C(=C(C=CC1F)[C@H]1[C@@H](N[C@]([C@H]1C)(C(F)(F)F)C)C(=O)O)OC |r| rac-(2r,3s,4s,5r)-3-(3,4-difluoro-2-methoxyphenyl)-4,5-dimethyl-5-(trifluoromethyl)pyrrolidine-2-carboxylic acid